12-{5-[(2-dodecyl-1-oxotetradecyl) oxy] pentyl}-3-methyl-10-oxo-3,9-diaza-6,11-dioxaheptadec-17-yl 2-dodecyltetradecanoate C(CCCCCCCCCCC)C(C(=O)OCCCCCC(OC(NCCOCCN(CC)C)=O)CCCCCOC(C(CCCCCCCCCCCC)CCCCCCCCCCCC)=O)CCCCCCCCCCCC